(R)-3-(((3-(3,3-difluorobutyl)-5-(3,3-difluorocyclobutyl)-2-methyl-1,1-dioxido-7-(trifluoromethyl)-2,3,4,5-tetrahydrobenzo[f][1,2,5]thiadiazepin-8-yl)oxy)methyl)picolinate FC(CC[C@H]1N(S(C2=C(N(C1)C1CC(C1)(F)F)C=C(C(=C2)OCC=2C(=NC=CC2)C(=O)[O-])C(F)(F)F)(=O)=O)C)(C)F